tert-butyl 3-acetyl-3-methyl-2-carbonylpyrrolidine-1-carboxylate C(C)(=O)C1(C(N(CC1)C(=O)OC(C)(C)C)=C=O)C